2-(4-bromo-2-methyl-pyrazol-3-yl)thieno[2,3-b]pyridine-3-carbonitrile BrC1=C(N(N=C1)C)C1=C(C=2C(=NC=CC2)S1)C#N